pentafluorophenyl-tetrafluorobenzyl-1,2-dioxaborolone FC1=C(C(=C(C(=C1C1=C(C(=C(C(C2C(BOO2)=O)(F)F)C=C1)F)F)F)F)F)F